6-{[(1R,2R)-2-Hydroxycyclohexyl]amino}-8-{[6-(morpholin-4-yl)pyridin-2-yl]amino}imidazo[1,2-b]pyridazin-3-carbonitril O[C@H]1[C@@H](CCCC1)NC=1C=C(C=2N(N1)C(=CN2)C#N)NC2=NC(=CC=C2)N2CCOCC2